3,5-diethoxybenzoic acid C(C)OC=1C=C(C(=O)O)C=C(C1)OCC